(S)-8-(1-acryloylpiperidin-3-yl)-7-fluoro-1,2,3,4-tetrahydrocyclopenta[b]Indole C(C=C)(=O)N1C[C@@H](CCC1)C=1C=2C3=C(NC2C=CC1F)CCC3